ClC1=C(C=C2C=C(N=CC2=C1)O)F 7-chloro-6-fluoroisoquinolin-3-ol